C1(CC1)N1C(=NC(=C1)C(F)(F)F)C1=CC=C(C=C1)CC1=NC=C(C(=N1)N)N {4-[1-cyclopropyl-4-(trifluoromethyl)imidazol-2-yl]phenyl-methyl}pyrimidine-4,5-diamine